CNC[C@@H]1OCCC2=CC=CC(=C12)C#N (R)-1-((methylamino)methyl)isochroman-8-carbonitrile